FC(C(=O)N1CCC(CC1)O)(F)C=1C=C(C(=O)NC=2C=NN(C2)C(C)C)C=CC1F 3-(1,1-difluoro-2-(4-hydroxypiperidin-1-yl)-2-oxoethyl)-4-fluoro-N-(1-isopropyl-1H-pyrazol-4-yl)benzamide